C(C)(C)(C)OC(=O)N1CCC(CC1)C=1C=C2C3=C(NC2=CC1)C1=C(OCC3C)C(=NC(=C1)C)C 4-(2,4,7-trimethyl-7,12-dihydro-6H-pyrido[3',4':2,3]oxepino[4,5-b]indol-9-yl)piperidine-1-carboxylic acid tert-butyl ester